C(=O)O.O(C1=CC=CC=C1)C1=CC=C(C(=O)NCC(=O)N2C(CC3CCCCC23)C(=O)N)C=C1 1-((4-phenoxybenzoyl)glycyl)octahydro-1H-indole-2-carboxamide hydrogen formate